O-(but-3-en-1-yl)hydroxylamine hydrochloride Cl.C(CC=C)ON